C(CCCC)OC(=O)C=1C=C(C=2C3=CC=C(C=4C(=CC=C(C5=CC=C(C1C52)C(=O)O)C43)C(=O)O)C(=O)O)C(=O)O 1-carboxyl-3,4,9,10-perylenetetracarboxylic acid n-amyl ester